N,N'-diisobutyl-1,3-propanediamine C(C(C)C)NCCCNCC(C)C